cis-7-(dimethylamino)-1-[4-(dimethylamino)cyclohexyl]-3-(2-fluoro-6-methyl-phenyl)-4H-pyrido[4,3-d]pyrimidin-2-one CN(C1=CC=2N(C(N(CC2C=N1)C1=C(C=CC=C1C)F)=O)[C@@H]1CC[C@@H](CC1)N(C)C)C